CC(CC)(CC(CCC)C)O 3,5-Dimethyl-octan-3-ol